13-oxo-docosapentaenoic acid O=C(CC=CC=CC=CC=CC=CC(=O)O)CCCCCCCCC